C(C1=CC=CC=C1)N1C[C@H](CCC1)O (S)-1-benzyl-3-piperidinol